FC(C(=O)C1=CC=C(C=C1)C1(CCCCC1)C(=O)OC(C)(C)C)(F)F tert-Butyl 1-[4-(trifluoroacetyl)phenyl]cyclohexanecarboxylate